N-(3-(2-((2,5-difluoro-4-(4-methylpiperazin-1-yl)phenyl)amino)quinazolin-8-yl)phenyl)acrylamide FC1=C(C=C(C(=C1)N1CCN(CC1)C)F)NC1=NC2=C(C=CC=C2C=N1)C=1C=C(C=CC1)NC(C=C)=O